2-methyl-2-isobutyl-4-hydroxymethyl-1,3-dioxolane CC1(OCC(O1)CO)CC(C)C